(E)-(3-((3-cyclopropylallyl)oxy)prop-1-yn-1-yl)benzene C1(CC1)/C=C/COCC#CC1=CC=CC=C1